S([O-])(O)=O.[Na+].C1(C(C=CC2=CC=CC=C12)=O)=O.[Na+].S([O-])(O)=O sodium naphthalenedione sodium bisulfite